S1C2=C(C=C1)C=CC(=C2)N2N=C(C(C2=O)C(=O)NC2=CC(=CC=C2)C(CC)(F)F)C 1-(benzo[b]thiophen-6-yl)-N-(3-(1,1-difluoropropyl)phenyl)-3-methyl-5-oxo-4,5-dihydro-1H-pyrazole-4-carboxamide